IC1=NC=C(C=C1CCC(CC)O)CC 1-(2-iodo-5-ethyl-3-pyridyl)-3-pentanol